N1CCC(CC1)CC=1NC=CN1 2-[(4-Piperidyl)methyl]-1H-imidazole